Isethionate sodium salt [Na+].S(=O)(=O)([O-])CCO